3-(4-(4-(((tert-butyldiphenylsilyl)oxy)methyl)piperidin-1-yl)phenoxy)piperidine-2,6-dione [Si](C1=CC=CC=C1)(C1=CC=CC=C1)(C(C)(C)C)OCC1CCN(CC1)C1=CC=C(OC2C(NC(CC2)=O)=O)C=C1